tert-butyl (3-hydroxyazetidin-3-yl)methylcarbamate OC1(CNC1)CNC(OC(C)(C)C)=O